ClC=1C=C(C=CC1)[C@H]1[C@@H]([C@H]1C)C(=O)NC1=NC=NC(=C1)NCC=1N=C2N(C=C(C=C2)C2CC2)C1 (1R,2R,3S)-2-(3-chlorophenyl)-N-(6-(((6-cyclopropylimidazo[1,2-a]pyridin-2-yl)methyl)amino)pyrimidin-4-yl)-3-methylcyclopropane-1-carboxamide